OC1CCN(CC1)C1=CC=C(C=C1)C(C=CC1=CC(=CC=C1)OC)=O 1-[4-(4-Hydroxypiperidin-1-yl)phenyl]-3-(3-methoxyphenyl)prop-2-en-1-one